FC1=C(OC2=CC(=C(C(=O)C3=CNC4=NC=C(C(=C43)N[C@@H]4CC[C@H](OC4)CNS(=O)(=O)C(C)C)F)C=C2)F)C(=CC=C1)F N-(((2S,5R)-5-((3-(4-(2,6-difluorophenoxy)-2-fluorobenzoyl)-5-fluoro-1H-pyrrolo[2,3-b]pyridin-4-yl)amino)tetrahydro-2H-pyran-2-yl)methyl)propane-2-sulfonamide